CN(N(C(CS)=O)C)C(CS)=O dimethyl-N,N'-bis(mercaptoacetyl)hydrazine